1,3-dihydroxybenzene isophthalate C(C1=CC(C(=O)O)=CC=C1)(=O)O.OC1=CC(=CC=C1)O